CN1C(N(C2=C1C=NC=1C=CC(=CC21)C2=CC=NN2C)C=2C=NC=NC2)=N 3-Methyl-8-(1-methyl-1H-pyrazol-5-yl)-1-(pyrimidin-5-yl)-1,3-dihydro-2H-imidazo[4,5-c]quinolin-2-imine